C(CCCCCCCCCCCCC)(=O)N1[C@@H](CCC1)C(=O)O N-myristoyl-proline